COC(=O)C=1[C@H](OC2=C(C1)C=C(C=C2C([2H])(F)F)Br)C(F)(F)F (S)-6-bromo-8-(difluoromethyl-d)-2-trifluoromethyl-2H-benzopyran-3-carboxylic acid methyl ester